P(=O)(OCCCN(CCCCCCCCCC)CCCCCCCCCC)(OCCCCCCCC)[O-] 3-(didecylamino)propyl octyl phosphate